N-(4'-((dimethylamino)methyl)-[1,1'-biphenyl]-4-yl)-2-(4-fluorophenoxy)-2-methylpropanamide CN(C)CC1=CC=C(C=C1)C1=CC=C(C=C1)NC(C(C)(C)OC1=CC=C(C=C1)F)=O